BrC=1C=2C(C3=C(NC2N=CC1C=C)CC(CC3=O)(C)C)(C3=CC=CC=C3)C 4-bromo-5,8,8-trimethyl-5-phenyl-3-vinyl-5,8,9,10-tetrahydrobenzo[b][1,8]naphthyridin-6(7H)-one